(1r,2s)-rel-1,2-cyclohexanedicarboxylic acid calcium salt [Ca+2].[C@@H]1([C@H](CCCC1)C(=O)[O-])C(=O)[O-] |o1:1,2|